4-(dibutylamino)-1,3,5-triazin-2,4-dithiol C(CCC)N(C1(NC(=NC=N1)S)S)CCCC